CC=1N(C(C2=C(N1)C(=NC(=C2)N2C[C@@H](OCC2)C2=CC(=NC=C2)C)C=2C=NC(=CC2)C(F)(F)F)=O)C (S)-2,3-dimethyl-6-(2-(2-methylpyridin-4-yl)morpholino)-8-(6-(trifluoromethyl)pyridin-3-yl)pyrido[3,4-d]pyrimidin-4(3H)-one